(4S)-4-(2,3-dichloro-6-hydroxyphenyl)-1-[(2R)-2,3-dihydroxypropyl]imidazolidin-2-one ClC1=C(C(=CC=C1Cl)O)[C@@H]1NC(N(C1)C[C@H](CO)O)=O